C(#N)C(C)(C)C=1C=C(C=C(C1)C=1C=NN(C1)C)NC(C1=C(C=C(C(=C1)C#CC1=CN=C2N1C=CC=C2NC=2C=NN(C2)C)C)F)=O N-(3-(2-cyanopropan-2-yl)-5-(1-methyl-1H-pyrazol-4-yl)phenyl)-2-fluoro-4-methyl-5-((8-((1-methyl-1H-pyrazol-4-yl)amino)imidazo[1,2-a]pyridin-3-yl)ethynyl)benzamide